N-(5-cyclopropyl-6-((4-methoxybenzyl)thio)pyridin-3-yl)acetamide C1(CC1)C=1C=C(C=NC1SCC1=CC=C(C=C1)OC)NC(C)=O